2-(6-((R)-3-aminopyrrolidin-1-yl)-5-fluoro-4-methylpyridin-2-yl)-4-(2-fluoro-6-methoxyphenyl)-2,3-dihydro-1H-pyrrolo[3,4-c]pyridin-1-one N[C@H]1CN(CC1)C1=C(C(=CC(=N1)N1CC=2C(=NC=CC2C1=O)C1=C(C=CC=C1OC)F)C)F